di-hydroxybenzonitrile OC=1C(=C(C#N)C=CC1)O